methylethan-1,1,2,2-d4-1-amine CC(C(N)([2H])[2H])([2H])[2H]